1-methyl-6-[4-(2-tetrahydropyran-4-yloxyethoxy)phenoxy]indazole-5-carbonitrile CN1N=CC2=CC(=C(C=C12)OC1=CC=C(C=C1)OCCOC1CCOCC1)C#N